4-(4-((4-chloro-3-(trifluoromethyl)phenyl)sulfonyl)phenyl)-2,4-dihydro-3H-1,2,4-triazole-3-thione ClC1=C(C=C(C=C1)S(=O)(=O)C1=CC=C(C=C1)N1C(NN=C1)=S)C(F)(F)F